potassium phenolate salt C1(=CC=CC=C1)[O-].[K+]